4-(1-carbamimidoyl-1,2,3,6-tetrahydropyridin-4-yl)-N-[4-(1-carbamimidoyl-1,2,3,6-tetrahydropyridin-4-yl)-3-fluorophenyl]furan-2-carboxamide C(N)(=N)N1CCC(=CC1)C=1C=C(OC1)C(=O)NC1=CC(=C(C=C1)C=1CCN(CC1)C(N)=N)F